ClC1=NC(=CC=C1C(=O)NS(=O)(=O)C1=CC=C(C=N1)CCCCCC1CC(N(C1)C(=O)OC(C)(C)C)(C)C)N1N=C(C=C1)OCCC1(CC1)C(F)(F)F tert-Butyl 4-[5-[6-[[2-chloro-6-[3-[2-[1-(trifluoromethyl)cyclopropyl]ethoxy]pyrazol-1-yl]pyridine-3-carbonyl]sulfamoyl]-3-pyridyl]pentyl]-2,2-dimethyl-pyrrolidine-1-carboxylate